C(=O)C=1N=CC(=NC1)N1CCC(CC1)OCC(=O)OC Methyl {[1-(5-formylpyrazin-2-yl)piperidin-4-yl]oxy}acetate